2-amino-1-(4-chlorophenyl)-1-(6-(3-phenyl-1-tosyl-1H-pyrrolo[2,3-b]pyridin-4-yl)pyridin-3-yl)ethan-1-ol NCC(O)(C=1C=NC(=CC1)C1=C2C(=NC=C1)N(C=C2C2=CC=CC=C2)S(=O)(=O)C2=CC=C(C)C=C2)C2=CC=C(C=C2)Cl